2,3,3-trimethyl-3H-indolium iodide [I-].CC1=[NH+]C2=CC=CC=C2C1(C)C